N,N-diphenylphosphinyl-isopropylamine C1(=CC=CC=C1)N(C1=CC=CC=C1)C(C)(C)[PH2]=O